CC1=CC=C(C=N1)C1=C(C=C(C=C1)C1=NNC(OC1)=O)C(F)(F)F 5-[4-(6-methylpyridin-3-yl)-3-(trifluoromethyl)phenyl]-3,6-dihydro-2H-1,3,4-oxadiazin-2-one